CNNC(=O)OC(C)(C)C tert-butyl 2-methylhydrazine-1-carboxylate